C(#N)C=1C(=CC(=NC1)C1=C(C2=NC(=CC=C2N1CC(C)C)C=O)C(=O)N)NCCOC (5-cyano-4-((2-methoxyethyl)amino)pyridin-2-yl)-5-formyl-1-isobutyl-1H-pyrrolo[3,2-b]pyridine-3-carboxamide